(4-fluoro-3-(trifluoromethyl)phenyl)bicyclo[2.2.1]heptane-2-carboxamide FC1=C(C=C(C=C1)C12C(CC(CC1)C2)C(=O)N)C(F)(F)F